N1C(=NC2=C1C=CC=C2)CNC2=NC(=NC=1N2N=CC1Br)N1CCC(CC1)OC N-[(1H-benzimidazol-2-yl)methyl]-8-bromo-2-(4-methoxypiperidin-1-yl)pyrazolo[1,5-a][1,3,5]triazin-4-amine